6,6'-(((oxybis(ethane-2,1-diyl))bis((carboxymethyl)azanediyl))-bis(methylene))-dipicolinic acid O(CCN(CC(=O)O)CC1=CC=CC(=N1)C(=O)O)CCN(CC(=O)O)CC1=CC=CC(=N1)C(=O)O